2H-1-benzopyrane-2-one O1C(C=CC2=C1C=CC=C2)=O